4-(4-trifluoromethylbenzyloxy)-2-methoxybenzene FC(C1=CC=C(COC2=CC(=CC=C2)OC)C=C1)(F)F